CC1=CC=C(C=C1)S(=O)(=O)O.CS(=O)(=O)N1N=C2C(=C1)CNC2 2-methanesulfonyl-5,6-dihydro-4H-pyrrolo[3,4-c]pyrazole p-toluenesulfonate